C(C)(C)(C)N(C(O)=O)C1=CC(=CC=C1)NC1=NC(=NC=C1C(N(C1=CC=CC=C1)C)=O)Cl.NCCOCCOCCNC(C1=CC=C(C=C1)C1(N=N1)C(F)(F)F)=O N-[2-[2-(2-Aminoethoxy)ethoxy]ethyl]-4-[3-(trifluoromethyl)-3H-diazirin-3-yl]benzamide tert-butyl-(3-((2-chloro-5-(methyl(phenyl)carbamoyl)pyrimidin-4-yl)amino)phenyl)carbamate